CC1=C(C=CC(=C1)C)C1=NC(=NC(=N1)C1=C(C=C(C=C1)C)C)C1=C(C=C(C=C1)OCCCCCCCC)O 2,4-bis(2,4-dimethylphenyl)-6-(2-hydroxy-4-n-octyloxyphenyl)s-triazine